15α-hydroxy-androstenedione O[C@H]1CC([C@]2(C)[C@@H]1[C@@H]1CCC3=CC(=O)CC[C@]3(C)[C@H]1CC2)=O